N1C=CC2=C(C=CC=C12)[C@@H](C)N1C(C(=CC(=C1)C(=O)NC1CC1)C(=O)NC)=O |r| (+/-)-1-(1-(1H-indol-4-yl)ethyl)-N5-cyclopropyl-N3-methyl-2-oxo-1,2-dihydropyridine-3,5-dicarboxylic acid diamide